BrC=1C=CC2=C(N=C(O2)[C@](C)(O)C2=CC=C(C=C2)OC)C1 (R)-1-(5-bromo-2-benzoxazolyl)-1-(4-methoxyphenyl)-1-ethanol